N=1C=CN2C1C=CC(=C2)C2CN(CC2)C(=O)C2=CC(=NN2)C2=CN=NC=C2 (3-imidazo[1,2-a]pyridin-6-ylpyrrolidin-1-yl)-(3-pyridazin-4-yl-1H-pyrazol-5-yl)methanone